NC1=NC=CC(=C1)C1=CC=2C(=NC=CC2S1)N(C(C1=C(C=C(C=C1)C=1N=NN(C1)C)F)=O)[C@H]1CNCCC1 (R)-N-(2-(2-aminopyridin-4-yl)thieno[3,2-c]pyridin-4-yl)-2-fluoro-4-(1-methyl-1H-1,2,3-triazol-4-yl)-N-(piperidin-3-yl)benzamide